COC(C1=CC=C(C=C1)C1CN(CCC1SC1=C2C=CN(C2=C(C=C1OC)C)C1=C(C=CC=C1)C)CC(F)F)=O (±)-4-(1-(2,2-difluoroethyl)-4-((5-methoxy-7-methyl-1-tolyl-1H-indol-4-yl)thio)piperidin-3-yl)benzoic acid methyl ester